N-methylsulfonyl-pyridine-2-carboxamide CS(=O)(=O)NC(=O)C1=NC=CC=C1